isopropyl (S)-6-diazo-2-((S)-2-(methylsulfonyl)-2-phenylacetamido)-5-oxohexanoate [N+](=[N-])=CC(CC[C@@H](C(=O)OC(C)C)NC([C@H](C1=CC=CC=C1)S(=O)(=O)C)=O)=O